(S)-1-(4-chloro-3-methylphenyl)-N-(3-cyclopropyl-1H-pyrazol-5-yl)-5-oxopyrrolidine-3-carboxamide ClC1=C(C=C(C=C1)N1C[C@H](CC1=O)C(=O)NC1=CC(=NN1)C1CC1)C